C[C@]([C@H](C(O)=CC1=CC=CC=C1)O)(O)[C@](O)([C@H](O)C(O)=CC1=CC=CC=C1)C 3,4-dimethyl-dibenzylidenesorbitol